C1(CC1)CN1C(=CC2=CC=CC(=C12)OCCN1C=NN=C1)C=O 1-(Cyclopropylmethyl)-7-[2-(1,2,4-triazol-4-yl)ethoxy]indole-2-carbaldehyde